L-serinate hydrochloride Cl.N[C@@H](CO)C(=O)O